FC1=CC=C(C=C1)C=1NN(C2=CC=3C(=CC12)N=C(C3I)C(C)C)S(=O)(=O)N(C)C (4-fluorophenyl)-7-iodo-6-isopropyl-N,N-dimethyl-pyrrolo[2,3-f]indazole-1-sulfonamide